FC(C1=C(C=CC(=C1)C(F)(F)F)N1N=CC(=C1C)NC(=O)C1=NOC(=C1)C=1OC=CC1)(F)F N-(1-(2,4-bis(trifluoromethyl)phenyl)-5-methyl-1H-pyrazol-4-yl)-5-(furan-2-yl)isoxazole-3-carboxamide